3-carbamoyl-1-(2-((2-((3-chloro-2-fluorobenzyl)amino)-2-oxoethyl)(cyclopropyl)amino)-2-oxoethyl)-1H-indazole-6-carbonyl azide C(N)(=O)C1=NN(C2=CC(=CC=C12)C(=O)N=[N+]=[N-])CC(=O)N(C1CC1)CC(=O)NCC1=C(C(=CC=C1)Cl)F